Tert-butyl 2-({4-[(pyrrolidin-1-yl)methyl]phenyl}amino)-5H,6H,7H,8H-pyrido[3,4-d]pyrimidine-7-carboxylate N1(CCCC1)CC1=CC=C(C=C1)NC=1N=CC2=C(N1)CN(CC2)C(=O)OC(C)(C)C